ClC1=C(C=C2C=C(N=CC2=C1)NC(CC1=CC=NC=C1)=O)C1CCN(CC1)[C@@]1(COC[C@@H]1O)C N-(7-chloro-6-(1-((3R,4R)-4-hydroxy-3-methyltetrahydrofuran-3-yl)piperidin-4-yl)isoquinolin-3-yl)-2-(pyridin-4-yl)acetamide